CO[Si](OC)(OC)CN1CCOCC1 4-(trimeth-oxysilylmethyl)tetrahydro-1,4-oxazine